(E)-3-(2-(Cyclopropylmethoxy)-4-(trifluoromethyl)phenyl)-N-(2-oxo-2,3-dihydro-1H-benzo[d]imidazol-4-yl)acrylamid C1(CC1)COC1=C(C=CC(=C1)C(F)(F)F)/C=C/C(=O)NC1=CC=CC=2NC(NC21)=O